C(C)(C)(C)N(C(=O)OCCCC1=C(SC=C1)OC)[C@@H]1C[C@H](C1)NC=1N=CC2=CC(=NC(=C2C1)N[C@H]1COCC1)C#N 3-(2-methoxythiophen-3-yl)propan-1-ol Tert-butyl-((trans)-3-((7-cyano-5-(((R)-tetrahydrofuran-3-yl)amino)-2,6-naphthyridin-3-yl)amino)cyclobutyl)carbamate